C(CCCCCCC\C=C/CCCCCCCC)OC(COCCCCCCCC\C=C/CCCCCCCC)C(CCCCCCCCCCCC)OCCOCCOCCOCCO 2-[2-[2-[2-[1-[1,2-bis[(Z)-octadec-9-enoxy]ethyl]tridecoxy]ethoxy]ethoxy]ethoxy]ethanol